(2S)-2-[[3-(3,4-dimethoxy-phenyl)imidazo[1,2-b]pyridazin-6-yl]amino]-3-methyl-butan-1-ol COC=1C=C(C=CC1OC)C1=CN=C2N1N=C(C=C2)N[C@H](CO)C(C)C